1-((1R,2R)-2',6'-dimethoxy-5-methyl-4'-pentyl-1,2,3,4-tetrahydro-[1,1'-biphenyl]-2-yl)ethan-1-one-2,2,2-d3 COC1=C(C(=CC(=C1)CCCCC)OC)[C@H]1[C@@H](CCC(=C1)C)C(C([2H])([2H])[2H])=O